3,4-dihydroisoquinoline-2(1H)-carboxylat C1N(CCC2=CC=CC=C12)C(=O)[O-]